C(C=C)(=O)NC=1C=CC(=NC1)CNC(=O)C=1C(=C(C=CC1)NC1=CC(=NC=C1C(=O)NC([2H])([2H])[2H])NC(=O)C1CC1)OC 4-((3-(((5-acrylamidopyridin-2-yl)methyl)carbamoyl)-2-methoxyphenyl)amino)-6-(cyclopropanecarboxamido)-N-(methyl-d3)nicotinamide